C(CC)NC(C=C)=O N-(n-propyl)acrylamide